C(CCCCCCCCCCCCCCCCCCC)(=O)OCCCCCCCCCCC undecyl eicosanate